tauryl-amine S(=O)(=O)(CCN)N